FC1=CC=C2C3=C(C=NC(NC=4C=C(C=C(OCCCOC2=C1)N4)CSC)=C3)F 5,22-difluoro-15-(methylsulfanylmethyl)-8,12-dioxa-18,20,24-triazatetracyclo[17.3.1.1^{13,17}.0^{2,7}]tetracosa-1(22),2,4,6,13,15,17(24),19(23),20-nonaene